4-[(4,6-Dichloro-3-quinolinyl)sulfonyl]morpholine ClC1=C(C=NC2=CC=C(C=C12)Cl)S(=O)(=O)N1CCOCC1